O1CC(C1)N1N=C(C(=C1)C1=NC(=NC=C1)NC1=CC=C(C=C1)N1CCN(CC1)C(=O)OC(C)(C)C)C=1C=NC=CC1 tert-Butyl 4-(4-((4-(1-(oxetan-3-yl)-3-(pyridin-3-yl)-1H-pyrazol-4-yl)pyrimidin-2-yl)amino)phenyl)piperazine-1-carboxylate